1-Tert-butyl 3-(1-(cyclopropylmethyl)-5-(4-(5-fluoro-3-methoxypyridin-2-yl)piperazine-1-carbonyl)-7-(2-methoxyphenyl)-1H-indol-2-yl)-5,6-dihydropyridine-1(2H)-carboxylate C1(CC1)CN1C(=CC2=CC(=CC(=C12)C1=C(C=CC=C1)OC)C(=O)N1CCN(CC1)C1=NC=C(C=C1OC)F)C=1CN(CCC1)C(=O)OC(C)(C)C